tert-butyl 4-(6-amino-5-fluoropyridin-3-yl)benzoate NC1=C(C=C(C=N1)C1=CC=C(C(=O)OC(C)(C)C)C=C1)F